1',2'-dihydrospiro[cyclohexane-1,3'-indole] N1CC2(C3=CC=CC=C13)CCCCC2